N1=CN=CC2=C1CN=CC2 5,8-dihydropyrido[3,4-d]pyrimidin